5-(3-(trifluoromethyl)phenoxy)pyridin-3-amine FC(C=1C=C(OC=2C=C(C=NC2)N)C=CC1)(F)F